C(C1=CC=CC=C1)OC[C@@H]1CO1 (S)-2-((benzyloxy)methyl)epoxyethane